anthryl ether C1(=CC=CC2=CC3=CC=CC=C3C=C12)OC1=CC=CC2=CC3=CC=CC=C3C=C12